2-bromo-4-(2,6-dimethylphenyl)-5-(3-(3,3,3-trifluoro-2,2-dimethylpropoxy)phenyl)thiazole BrC=1SC(=C(N1)C1=C(C=CC=C1C)C)C1=CC(=CC=C1)OCC(C(F)(F)F)(C)C